C(N)(=O)[C@H]1CC[C@H](CC1)NC[C@@]1(OC2=C(C1)C(=C(C=C2)Cl)C2=C(C(=O)N)C=CC=C2F)C2=CC=CC=C2 2-((2S,4S)-2-((((cis)-4-carbamoylcyclohexyl)amino)methyl)-5-chloro-2-phenyl-2,3-dihydrobenzofuran-4-yl)-3-fluorobenzamide